Cl.CC1=NOC(=C1)CCN 2-(3-methylisoxazol-5-yl)ethan-1-amine hydrochloride